2-(7-azaspiro[3.5]nonan-2-yl)ethan-1-ol hydrochloride Cl.C1C(CC12CCNCC2)CCO